benzyl (1-(tert-butyl)-3-(3-(4-(tert-butyl)pyridin-2-yl)cyclopent-2-en-1-yl)-1H-pyrazol-5-yl)carbamate C(C)(C)(C)N1N=C(C=C1NC(OCC1=CC=CC=C1)=O)C1C=C(CC1)C1=NC=CC(=C1)C(C)(C)C